F[C@@]12[C@H](C[C@@]3([C@@]4(OC(O[C@@H]4C[C@H]3[C@@H]2C[C@@H](C2=CC(C=C[C@]12C)=O)F)CCC)C(CO)=O)C)O (1S,2S,4R,8S,9S,11S,12R,13S,19S)-12,19-Difluoro-11-hydroxy-8-(2-hydroxyacetyl)-9,13-dimethyl-6-propyl-5,7-dioxapentacyclo[10.8.0.02,9.04,8.013,18]icosa-14,17-dien-16-one